BrC1=CC(=NC=C1)C=1NC=CN1 4-bromo-2-(1H-imidazol-2-yl)pyridine